FC1(CC(C1)OC1=CC(=NC=N1)[C@H](C(F)F)OC1=NN(C2=NN=C(C=C21)C=2C(NC(NC2)=O)=O)C)F 5-[3-[(1R)-1-[6-(3,3-difluorocyclobutoxy)pyrimidin-4-yl]-2,2-difluoro-ethoxy]-1-methyl-pyrazolo[3,4-c]pyridazin-5-yl]-1H-pyrimidine-2,4-dione